FC=1C=C(C=C(C1O)F)[C@@H](CN1C[C@H]2[C@@](C1)([C@@H]([C@@H](C2)OC2=CC=CC=C2)O)O)O (3aR,4R,5R,6aS)-2-((S)-2-(3,5-difluoro-4-hydroxyphenyl)-2-hydroxyethyl)-5-phenoxyhexahydrocyclopenta[c]pyrrole-3a,4(1H)-diol